4-(cyclopentyloxy)-2-methoxy-1-nitrobenzene C1(CCCC1)OC1=CC(=C(C=C1)[N+](=O)[O-])OC